tert-butyl (2-(5-((4-((((benzyloxy)carbonyl)amino)methyl)phenyl)amino)-2-(4-(trifluoromethyl)piperidin-1-yl)phenoxy)ethyl)carbamate C(C1=CC=CC=C1)OC(=O)NCC1=CC=C(C=C1)NC=1C=CC(=C(OCCNC(OC(C)(C)C)=O)C1)N1CCC(CC1)C(F)(F)F